1-(6-amino-pyridin-3-yl)piperidin-4-ol tert-butyl-piperazine-1-carboxylate C(C)(C)(C)C1N(CCNC1)C(=O)OC1CCN(CC1)C=1C=NC(=CC1)N